(2S,4S)-1-(3-Cyano-4,6-dimethylpyridin-2-yl)-N-(3-(fluoromethyl)phenyl)-4-hydroxy-N-methyl-pyrrolidine-2-carboxamide C(#N)C=1C(=NC(=CC1C)C)N1[C@@H](C[C@@H](C1)O)C(=O)N(C)C1=CC(=CC=C1)CF